E-5-naphthyridin-2-yl(phenyl)-1-methyl-6,7-dihydro-1H-pyrazolo[3,4-f][1,4]oxazepin-8(5H)-one N1=C(C=CC2=CC=CN=C12)C1OC2=C(C(NC1)=O)N(N=C2C2=CC=CC=C2)C